5-(3-(2-methoxyethyl)-2-methyl-3H-imidazo[4,5-b]pyridin-5-yl)-N-(trans-4-morpholinocyclohexyl)pyrrolo[2,1-f][1,2,4]triazin-2-amine COCCN1C(=NC=2C1=NC(=CC2)C=2C=CN1N=C(N=CC12)N[C@@H]1CC[C@H](CC1)N1CCOCC1)C